CC12CC3(CC(CC(C1)(C3)C)C2)NC(NC2=C(C=C(CN3CCC(CC3)C(=O)N(CCO)CCO)C=C2)F)=O 1-(4-(3-((1r,7r)-3,5-dimethyladamantan-1-yl)ureido)-3-fluorobenzyl)-N,N-bis(2-hydroxyethyl)piperidine-4-carboxamide